C(C1=CC=CC=C1)N1C([C@](C2=CC(=CC=C12)OC(F)(F)F)(C)CC(=O)O)=O (R)-2-(1-benzyl-3-methyl-2-oxo-5-(trifluoromethoxy)indol-3-yl)acetic acid